C(CCC)[Si](O[Si](C)(C)C)(O[Si](C)(C)C)CCCC 3,3-dibutyl-1,1,1,5,5,5-hexamethyl-trisiloxane